3-NITRO-1H-PYRROLO[2,3-B]PYRIDINE-4-CARBALDEHYDE [N+](=O)([O-])C1=CNC=2N=CC=C(C21)C=O